CCCCCCCCCCCCCCCCCCCCCCCC(C(C(=O)N[C@@H](COP(=O)(O)O[C@@H]1[C@@H]([C@@H]([C@H]([C@@H]([C@H]1OC2[C@H]([C@H]([C@@H]([C@H](O2)CO)O)O)O)O)O)O)O)[C@@H](C(CCCCCCCCCCCCCCCC)O)O)O)O The molecule is a mannosylated ceramide phosphoinositol compound having a hexacosanoyl group attached to the ceramide nitrogen, hydroxylation at C-4 of the long-chain-base, and hydroxylation at C-2 and C-3 of the very-long-chain fatty acid. It derives from an Ins-1-P-Cer(t18:0/2,3-OH-26:0).